(Z)-N-(2-aminophenyl)-4-((2-methoxy-5-(3,4,5-trimethoxystyryl)phenoxy)methyl)benzamide NC1=C(C=CC=C1)NC(C1=CC=C(C=C1)COC1=C(C=CC(=C1)\C=C/C1=CC(=C(C(=C1)OC)OC)OC)OC)=O